FC1=CC=C(C=C1)CCN1N=CC(=C1)CNC1=NC=2N([C@H](C(N(C2C(=N1)C)C)=O)C)C (7S)-2-(((1-(4-fluorophenylethyl)-1H-pyrazol-4-yl)methyl)amino)-4,5,7,8-tetramethyl-7,8-dihydropteridin-6(5H)-one